2-chloro-3-((2-(trimethylsilyl)ethoxy)methyl)quinazolin-4(3H)-one ClC1=NC2=CC=CC=C2C(N1COCC[Si](C)(C)C)=O